6-amino-3-methyl-2-oxo-N-phenyl-2,3-dihydro-1H-benzo[d]imidazole-1-carboxamide NC=1C=CC2=C(N(C(N2C)=O)C(=O)NC2=CC=CC=C2)C1